2-methyl-5-(3-(difluoromethoxy)phenyl)-N-(3-(2-oxopropyl)-1,2,4-thiadiazol-5-yl)furan-4-d-3-carboxamide CC=1OC(=C(C1C(=O)NC1=NC(=NS1)CC(C)=O)[2H])C1=CC(=CC=C1)OC(F)F